4-ethynyl-2-methyloxane C(#C)C1CC(OCC1)C